taurine creatine salt O=C(O)CN(C)C(N)=N.NCCS(=O)(=O)O